C(#C)C1=CC=C2C=C(NC2=C1)C(=O)OC methyl 6-ethynyl-1H-indole-2-carboxylate